CO.[C].[S] sulphur carbon methanol